BrC=1C(=C(O[C@@H]2CCC3(C2)CCNCC3)C=CC1)C (3R)-3-(3-bromo-2-methyl-phenoxy)-8-azaspiro[4.5]decane